aluminium tritert.butoxide CC(C)(C)[O-].CC(C)(C)[O-].CC(C)(C)[O-].[Al+3]